4-(2-Amino-2-methylpropanoyl)-N-(1-(4-(2-((4-(aminomethyl)cyclohexyl)(ethyl)amino)propyl)phenyl)-2-oxo-1,2-dihydropyrimidin-4-yl)piperazine-1-carboxamide hydrochloride salt Cl.NC(C(=O)N1CCN(CC1)C(=O)NC1=NC(N(C=C1)C1=CC=C(C=C1)CC(C)N(CC)C1CCC(CC1)CN)=O)(C)C